2,4-dihydroxy-3,6-dimethylbenzoic acid methyl ester COC(C1=C(C(=C(C=C1C)O)C)O)=O